[C@@H]1(CCC12OCCO2)N2N=CC(=C2)C=2C(=C(C=CC2)NC2=NC(=NC=C2C(=O)N)NC2=CC=C(C=C2)C(=O)N2CCOCC2)OC (S)-4-((3-(1-(5,8-dioxaspiro[3.4]octan-1-yl)-1H-pyrazol-4-yl)-2-methoxyphenyl)amino)-2-((4-(morpholine-4-carbonyl)phenyl)amino)pyrimidine-5-carboxamide